NCC1=C(C=NC=C1C=O)OC1CC1 4-(AMINOMETHYL)-5-CYCLOPROPOXYNICOTINALDEHYDE